(1R,5S,6r)-N-methyl-3-[1-(propan-2-yl)-1H-imidazole-4-carbonyl]-N-(1,1,1-trifluoro-2-methylpropan-2-yl)-3-azabicyclo[3.1.0]hexane-6-carboxamide CN(C(=O)C1[C@H]2CN(C[C@@H]12)C(=O)C=1N=CN(C1)C(C)C)C(C(F)(F)F)(C)C